FC1=CN=CC2=C1C(=NC=1N2C(=NN1)C)N1C2=C(OCCC1)C(=CC=C2)C#CC(C(F)(F)F)(C)C 5-(6-fluoro-1-methylpyrido[4,3-e][1,2,4]triazolo[4,3-a]pyrimidin-5-yl)-9-(4,4,4-trifluoro-3,3-dimethylbut-1-yn-1-yl)-2,3,4,5-tetrahydrobenzo[b][1,4]oxazepine